C(#N)C1=C(C(=NC(=C1)CC1=CC(=CC=C1)F)C(CCC(=O)O)=O)O 4-[4-Cyano-6-(3-fluoro-benzyl)-3-hydroxy-pyridin-2-yl]-4-oxo-butyric acid